C(=O)(O)CC1=CC(=C(C(=O)NC=2C=NC=C(C(=O)O)C2)C=C1O)O 5-(4-(carboxymethyl)-2,5-dihydroxybenzoylamino)nicotinic acid